FC(CN1N=CC=2C1=NC(=CN2)N2C[C@H]([C@H](CC2)C)COC=2C(=NC=CC2)C(F)(F)F)F 1-(2,2-difluoroethyl)-6-((3S,4S)-4-methyl-3-(((2-(trifluoromethyl)pyridin-3-yl)oxy)methyl)piperidin-1-yl)-1H-pyrazolo[3,4-b]pyrazine